2-(6-ethoxy-4-((1s,3s)-3-methyl-1-(4-methyl-4H-1,2,4-triazol-3-yl)cyclobutyl)pyridin-2-yl)-6-(((1-methylcyclobutyl)amino)methyl)-4-(trifluoromethyl)isoindolin-1-one C(C)OC1=CC(=CC(=N1)N1C(C2=CC(=CC(=C2C1)C(F)(F)F)CNC1(CCC1)C)=O)C1(CC(C1)C)C1=NN=CN1C